Phthalic acid bis(2-methoxyethyl) ester COCCOC(C=1C(C(=O)OCCOC)=CC=CC1)=O